C(C)C=1C(=NC(=NC1C(F)(F)F)SC)O 5-ethyl-2-methylsulfanyl-6-(trifluoromethyl)pyrimidin-4-ol